tert-Butyl N-[1-[3-(2,6-dioxo-3-piperidyl)-1-methyl-indol-6-yl]-4-piperidyl]-N-methyl-carbamate O=C1NC(CCC1C1=CN(C2=CC(=CC=C12)N1CCC(CC1)N(C(OC(C)(C)C)=O)C)C)=O